(Z)-7-(5-(2,4-dimethoxybenzyl)-2,4-dioxathiazolidine-3-yl)-N-hydroxyheptanamide COC1=C(CC2ON(OS2)CCCCCCC(=O)NO)C=CC(=C1)OC